[F-].[F-].[F-].[F-].[Al+3] aluminum (III) tetrafluoride